(S)-3-(quinolin-7-ylamino)pyrrolidine-1-carboxylic acid tert-butyl ester C(C)(C)(C)OC(=O)N1C[C@H](CC1)NC1=CC=C2C=CC=NC2=C1